tert-butyl 4-[5-[[(1R)-1-[3-(difluoromethyl)phenyl]ethyl]amino]-1,8-dimethyl-2-oxo-pyrido[2,3-d]pyridazin-3-yl]piperidine-1-carboxylate FC(C=1C=C(C=CC1)[C@@H](C)NC1=C2C(=C(N=N1)C)N(C(C(=C2)C2CCN(CC2)C(=O)OC(C)(C)C)=O)C)F